1-(4-benzyl-3-oxo-3,4-dihydro-2H-benzo[b][1,4]oxazin-7-yl)-3-(5,6,7,8-tetrahydro-naphthalen-2-yl)urea C(C1=CC=CC=C1)N1C2=C(OCC1=O)C=C(C=C2)NC(=O)NC2=CC=1CCCCC1C=C2